1-(5-bromo-2-fluoro-3-pyridyl)ethanone BrC=1C=C(C(=NC1)F)C(C)=O